C(C)(C)OC(NCCON(CCC)C(=O)C1=CC2=C(N=C(C1)N)C=C(S2)CC2CNC2)=O N-[2-[[5-amino-2-(azetidin-3-ylmethyl)-6H-thieno[3,2-b]azepin-7-carbonyl]-propyl-amino]oxyethyl]carbamic acid isopropyl ester